BrC=1C(=NC(=NC1)NC1=C(C=C(C(=C1)C=C)N1CCC(CC1)N1CCN(CCC1)C)OC)NC=1C(=C2N=CC=NC2=CC1)NS(=O)(=O)C N-(6-((5-bromo-2-((2-methoxy-4-(4-(4-methyl-1,4-diazepan-1-yl)piperidin-1-yl)-5-vinylphenyl)amino)pyrimidin-4-yl)amino)quinoxalin-5-yl)methanesulfonamide